2-amino-5-(benzyl-oxy)-5-oxopentanoic acid NC(C(=O)O)CCC(=O)OCC1=CC=CC=C1